ClC=1C(=NC=CC1C1=NC(=C(C=C1)CNC[C@@H]1CCC(N1)=O)OC)C1=C(C(=CC=C1)NC1=NC=CC(=C1OC)CNC[C@H](C)O)Cl (S)-5-((((3'-chloro-2'-(2-chloro-3-((4-((((S)-2-hydroxypropyl)amino)methyl)-3-methoxypyridin-2-yl)amino)phenyl)-6-methoxy-[2,4'-bipyridin]-5-yl)methyl)amino)methyl)pyrrolidin-2-one